3-amino-4-(4-(4-((4-methylpiperazin-1-yl)methyl)phenyl)-1,4-diazepan-1-yl)thieno[2,3-b]pyridine-2-carboxamide NC1=C(SC2=NC=CC(=C21)N2CCN(CCC2)C2=CC=C(C=C2)CN2CCN(CC2)C)C(=O)N